Beta-Hydroxyisobutyryl-CoA OCC(C(=O)SCCNC(CCNC([C@@H](C(COP(OP(OC[C@@H]1[C@H]([C@H]([C@@H](O1)N1C=NC=2C(N)=NC=NC12)O)OP(=O)(O)O)(=O)O)(=O)O)(C)C)O)=O)=O)C